C1(CC1)C=1C=C2C=C(C(N(C2=NC1)CC1=CC=C(C=C1)F)=O)C(=O)OCC ethyl 6-cyclopropyl-1-[(4-fluorophenyl)methyl]-2-oxo-1,8-naphthyridine-3-carboxylate